ClC1=CC=C(C=C1)C=1N=C2N(C=CC=N2)C1CN1CC2CCC(C1)N2C(=O)NC2=C(C=CC=C2)F 3-{[2-(4-chlorophenyl)imidazo[1,2-a]pyrimidin-3-yl]methyl}-N-(2-fluorophenyl)-3,8-diaza-bicyclo[3.2.1]octane-8-carboxamide